3-(3,4-dichlorophenyl)-3-(3,5-dimethyl-1-(2-(5,6,7,8-tetrahydro-1,8-naphthyridin-2-yl)ethyl)-1H-pyrazole-4-carboxamido)propionic acid ClC=1C=C(C=CC1Cl)C(CC(=O)O)NC(=O)C=1C(=NN(C1C)CCC1=NC=2NCCCC2C=C1)C